amyl-pentanol C(CCCC)C(CCCC)O